BrC1=NC(=C(C=2N=C(N=C(C21)N2[C@H]([C@@H]1CC[C@H](C2)N1C(=O)OC(C)(C)C)C=C)SCC)F)Cl tert-butyl (1S,2S,5R)-3-[5-bromo-7-chloro-2-(ethylsulfanyl)-8-fluoropyrido[4,3-d]pyrimidin-4-yl]-2-ethenyl-3,8-diazabicyclo[3.2.1]octane-8-carboxylate